C(C)(C)(C)OC(=O)N1C(COCC1)C1=C(C=C(C=C1)N1C(=CC2=C1N=CNC2=O)Cl)Cl 3-(2-chloro-4-(6-chloro-4-oxo-3,4-dihydro-7H-pyrrolo[2,3-d]pyrimidin-7-yl)phenyl)morpholine-4-carboxylic acid tert-butyl ester